C(#N)[C@@H](C[C@H]1C(NCCC1)=O)NC(=O)[C@@H]1N([C@H]2CC([C@@H]1CC2)(F)F)C([C@H](C)NC2=C(C=CC(=C2)F)F)=O (1R,3R,4R)-N-[(1R)-1-cyano-2-[(3S)-2-oxo-3-piperidyl]ethyl]-2-[(2S)-2-(2,5-difluoroanilino)propanoyl]-5,5-difluoro-2-azabicyclo[2.2.2]octane-3-carboxamide